[Na+].CC(CC(=O)[O-])C 3-methylbutyrate sodium